CN1C2(CC2)C(N(C1=O)[C@H]1CN(CCC1)C=1N=NC(=CN1)C(=O)N)=O 3-((R)-3-(4-methyl-5,7-dioxo-4,6-diazaspiro[2.4]heptan-6-yl)piperidin-1-yl)-1,2,4-triazine-6-carboxamide